5-chloro-2-[2-(2-methoxyethoxy)phenyl]-1-methylpyrrolo[2,3-c]pyridine ClC=1C=C2C(=CN1)N(C(=C2)C2=C(C=CC=C2)OCCOC)C